COC(C)C12CC(CC(N1C(=O)N)C2)C 1-(1-methoxyethyl)-3-methyl-6-azabicyclo[3.1.1]heptane-6-carboxamide